6-chloro-2-isopropyl-5-methylpyridazin-3(2H)-one ClC=1C(=CC(N(N1)C(C)C)=O)C